OC=1C=C(C(=CC1)C1OC2=CC(=CC(=C2C(C1O)=O)O)O)[O-] 3-hydroxy-6-(3,5,7-trihydroxy-4-oxo-2,3-dihydro-4H-chromen-2-yl)phenolate